(S)-2,4-dihydroxy-3,3-dimethylbutyrate O[C@H](C(=O)[O-])C(CO)(C)C